3-(6-bromo-1,3-benzoxazol-2-yl)azetidine-1-carboxylic acid tert-butyl ester C(C)(C)(C)OC(=O)N1CC(C1)C=1OC2=C(N1)C=CC(=C2)Br